(R)-N-(5-((5-fluoropyridin-2-yl)oxy)pyridin-2-yl)-2-((1S,3R)-3-(6-oxo-1,6-dihydropyridin-3-yl)-cyclohexyl)-propanamide FC=1C=CC(=NC1)OC=1C=CC(=NC1)NC([C@H](C)[C@@H]1C[C@@H](CCC1)C1=CNC(C=C1)=O)=O